11-((tert-butyldimethylsilyl)oxy)-8-hydroxy-7-methoxy-2-methyl-5-oxo-11,11a-dihydro-1H-benzo[e]pyrrolo[1,2-a][1,4]diazepine-10(5H)-carboxylate [Si](C)(C)(C(C)(C)C)OC1C2N(C(C3=C(N1C(=O)[O-])C=C(C(=C3)OC)O)=O)C=C(C2)C